ClC1=NC=C(C(=N1)Cl)C#CC1[C@@H]2CN(C[C@H]12)C(=O)OC(C)(C)C tert-butyl (1R,5S,6r)-6-((2,4-dichloropyrimidin-5-yl)ethynyl)-3-azabicyclo[3.1.0]hexane-3-carboxylate